dimethylaminomethyl-potassium trifluoroborate B(F)(F)F.CN(C)C[K]